6-[(2S)-2-aminopropyl]-2-chloro-7-methyl-N-[(1,3-oxazol-5-yl)methyl]thieno[3,2-d]pyrimidin-4-amine dihydrochloride Cl.Cl.N[C@H](CC1=C(C=2N=C(N=C(C2S1)NCC1=CN=CO1)Cl)C)C